(Z)-3-(3-(3,5-bis(trifluoromethyl)phenyl)-1H-1,2,4-triazol-1-yl)-N-(3,4-dimethyl-2-oxo-2,5-dihydro-1H-pyrrol-1-yl)acrylamide FC(C=1C=C(C=C(C1)C(F)(F)F)C1=NN(C=N1)\C=C/C(=O)NN1C(C(=C(C1)C)C)=O)(F)F